ClC1=CC=C2C(=C1)C(OC21CC(NC(C1)C=1N=NN(C1)C)C)C(=O)N 6-chloro-2'-methyl-6'-(1-methyltriazol-4-yl)spiro[1H-isobenzofuran-3,4'-piperidine]-1-carboxamide